tert-butyl N-[(2S)-1-(cyclopropylcarbamoyl)-1-hydroxy-3-[(3S)-2-oxopyrrolidin-3-yl]propan-2-yl]carbamate C1(CC1)NC(=O)C([C@H](C[C@H]1C(NCC1)=O)NC(OC(C)(C)C)=O)O